NC(C)(C)C1=CC=C(C=C1)C1=C2CCC=NC2=NC=C1 5-(4-(2-aminopropan-2-yl)phenyl)-3,4-dihydro-1,8-naphthyridin